(2R)-1-((1-(3-chloro-2-fluorophenyl)cyclopropyl)methyl)-4-((3-fluoro-6-((5-methyl-1H-pyrazol-3-yl)amino)pyridin-2-yl)methyl)-2-methylpiperidine-4-carboxylic acid ClC=1C(=C(C=CC1)C1(CC1)CN1[C@@H](CC(CC1)(C(=O)O)CC1=NC(=CC=C1F)NC1=NNC(=C1)C)C)F